OCC=1C=C(C=CC1)CN[C@H](C(=O)O)CCC(C)(C)C (2S)-2-({[3-(hydroxymethyl)phenyl]methyl}amino)-5,5-dimethylhexanoic acid